6-{5-chloro-2-[(oxan-4-yl)amino]pyrimidin-4-yl}-2-[2-oxo-2-(1,2,3,4-tetrahydroquinolin-1-yl)ethyl]-2,3-dihydro-1H-isoindol-1-one ClC=1C(=NC(=NC1)NC1CCOCC1)C1=CC=C2CN(C(C2=C1)=O)CC(N1CCCC2=CC=CC=C12)=O